2-ethyl-chloro-dioxolane Tert-butyl-2-(2,6-dioxo-3-piperidyl)-1,3-dioxo-2,8-diazaspiro[4.5]decane-8-carboxylate C(C)(C)(C)OC(=O)N1CCC2(CC(N(C2=O)C2C(NC(CC2)=O)=O)=O)CC1.C(C)C1(OCCO1)Cl